mono(1,2,2,6,6-pentamethyl-4-piperidinyl) sebacate C(CCCCCCCCC(=O)[O-])(=O)OC1CC(N(C(C1)(C)C)C)(C)C